(Z)-(2-chloro-1,2-difluorovinyl)benzene Cl\C(=C(/F)\C1=CC=CC=C1)\F